C(C)OP(=O)(C(C(C(C)C1N(COC1=O)C(=O)OCC1=CC=CC=C1)=O)C)OCC 4-[3-(diethoxyphosphinyl)-1,3-dimethyl-2-oxopropyl]-5-oxo-3-oxazolidinecarboxylic acid, 3-(phenylmethyl) ester